BrC=1C(=NC(=NC1)Cl)NC1=C(C=CC=C1)N(S(=O)=O)CC1CC1 N-(2-((5-bromo-2-chloropyrimidin-4-yl)amino)phenyl)-N-cyclopropylmethylsulfonamide